2-chloro-5,5-dimethyl-5H-dibenzo[b,d]silole ClC1=CC2=C([Si](C3=C2C=CC=C3)(C)C)C=C1